O1C=CC2=C1C(=CC=C2)C=CC(=O)N2C(OCC2C2=CC=CC=C2)=O 3-(3-(benzofuran-7-yl)acryloyl)-4-phenyloxazolidin-2-one